2-MERCAPTO-4-METHOXYBENZALDEHYDE SC1=C(C=O)C=CC(=C1)OC